2-hydroxy-N,N-dimethyl-propanamide methyl-(1R,3S,6S,10aS,Z)-6-((tert-butoxycarbonyl)amino)-1-hydroxy-5-oxo-1,2,3,5,6,7,10,10a-octahydropyrrolo[1,2-a]azocine-3-carboxylate COC(=O)[C@@H]1C[C@H]([C@H]2N1C([C@H](C\C=C/C2)NC(=O)OC(C)(C)C)=O)O.OC(C(=O)N(C)C)C